NC(CCCCCCCC(=O)OCCCCCCC(CC)CC)CCCCCCCCCCCC 7-ethylnonyl 9-aminohenicosanoate